C(OCCCCCCCCCCCCCC)(=O)OOCCCCCCCCCCCCCC dimyristyl peroxycarbonate